C(CCC)C1=CC2=C(NN=N2)C=C1 5-n-butylbenzotriazole